OC1=C(C=C(C(=C1)OC)OC)N1N=C2C(=N1)C=CC(=C2)C(=O)OC 2-(2-hydroxy-4,5-dimethoxyphenyl)-5-methoxycarbonyl-2H-benzotriazole